BrC1=NN(C(=N1)NC1=CC=C(C=C1)I)C 3-bromo-N-(4-iodophenyl)-1-methyl-1H-1,2,4-triazol-5-amine